2-fluoro-2-chloro-3,4-dihydronaphthalenone FC1(C(C2=CC=CC=C2CC1)=O)Cl